2-((tert-Butyldimethylsilyl)oxyethyl)-4-(8-tert-butyloxycarbonyl-3,8-diazabicyclo[3.2.1]oct-3-yl)-8-(2,4-dimethoxybenzyl)-5,8-dihydropteridin-7(6H)-one [Si](C)(C)(C(C)(C)C)OCCC1=NC=2N(C(CNC2C(=N1)N1CC2CCC(C1)N2C(=O)OC(C)(C)C)=O)CC2=C(C=C(C=C2)OC)OC